6-bromo-2-tert-butylimidazo[1,2-a]pyrimidine BrC=1C=NC=2N(C1)C=C(N2)C(C)(C)C